6-(Pyridin-4-ylmethyl)-5-oxo-1,4,5,6-tetrahydropyrido[3,4-C][1,8]naphthyridine N1=CC=C(C=C1)CN1C(C2=C(C=3C=CC=NC13)CC=NC2)=O